C(C)(=O)O[C@@H]1[C@@H](OC(C[C@@H]1OC(C)=O)OC(C)=O)C (2S,3R,4S)-4,6-bis(acetyloxy)-2-methyloxan-3-yl acetate